monomethyl-D-arginine CN[C@H](CCCNC(N)=N)C(=O)O